butyl-4,4-bis(t-butylperoxy)-valerate C(CCC)OC(CCC(C)(OOC(C)(C)C)OOC(C)(C)C)=O